3-(5-(4-(((cyclohexylmethyl)amino)methyl)pyridin-2-yl)-1-oxoisoindolin-2-yl)piperidine-2,6-dione C1(CCCCC1)CNCC1=CC(=NC=C1)C=1C=C2CN(C(C2=CC1)=O)C1C(NC(CC1)=O)=O